C(C1=CC=CC=C1)N1CCC(CC1)(O)C1=C(C=2C(N(C(C2C=C1)=O)C1C(NC(CC1)=O)=O)=O)C#N 5-(1-benzyl-4-hydroxypiperidin-4-yl)-2-(2,6-dioxopiperidin-3-yl)-1,3-dioxoisoindoline-4-carbonitrile